COC1=C(CNC(C(=O)O)=O)C(=CC=C1)OC 2-((2,6-dimethoxybenzyl)amino)-2-oxoacetic acid